FC=1C=C(CO[C@@H]2C[C@H](C2)C(=O)O)C=CC1 trans-3-[(3-fluorobenzyl)oxy]cyclobutane-1-carboxylic acid